COC1=C2C(C=C(OC2=CC=C1)C(=O)OCC)=O ethyl 5-methoxy-4-oxo-4H-chromen-2-carboxylate